BrC=1C=C(C=CC1)C[C@@H](C(=O)O)N(C)C(=O)OCC1C2=CC=CC=C2C=2C=CC=CC12 (2S)-3-(3-bromophenyl)-2-[9H-fluorene-9-ylmethoxycarbonyl(methyl)amino]propanoic acid